C1N(CCC2=CC=CC=C12)C[C@H](CN1CCOC2=C(C1=O)C=CC(=C2)OC2CCN(CC2)CC(C)O)O 4-[(2R)-3-(3,4-dihydro-1H-isoquinolin-2-yl)-2-hydroxy-propyl]-8-[[1-(2-hydroxypropyl)-4-piperidinyl]oxy]-2,3-dihydro-1,4-benzoxazepin-5-one